Methyl 6-(3-(3,3,3-trifluoropropyl)azetidin-1-yl)quinoline-4-carboxylate FC(CCC1CN(C1)C=1C=C2C(=CC=NC2=CC1)C(=O)OC)(F)F